CC(CS(=O)(=O)[O-])C 2-methylpropanesulphonate